2-pentylcyclopentanone C(CCCC)C1C(CCC1)=O